C(C)(C)(C)N1N=C(C=C1NC(OCC1=CC=CC=C1)=O)[C@@H]1C[C@@H](CC1)O Benzyl N-{1-tert-butyl-3-[(1S,3R)-3-hydroxycyclopentyl]-1H-pyrazol-5-yl}carbamate